N[C@H](C(=O)NC1=C(C=C(C=C1)C(F)(F)F)Cl)C(C)C (s)-2-amino-N-(2-chloro-4-(trifluoromethyl)phenyl)-3-methylbutanamide